N[C@H]1CN(CCC1)C(=O)C=1C=CC=2N(C1)N=C(C2C)C2=CC=1C(=NC(=CC1)C1=CC=C3CNC(C3=C1)=O)N2CC2CC2 6-(2-{6-[(3R)-3-aminopiperidine-1-carbonyl]-3-methylpyrazolo[1,5-a]pyridin-2-yl}-1-(cyclopropylmethyl)-1H-pyrrolo[2,3-b]pyridin-6-yl)-2,3-dihydro-1H-isoindol-1-one